2-(4-tert-butyl-2,5-dimethyl-phenyl)-4-chloro-1,7-naphthyridine C(C)(C)(C)C1=CC(=C(C=C1C)C1=NC2=CN=CC=C2C(=C1)Cl)C